(Z)-4-((5-(dimethylamino)thiophen-2-yl)methylene)-3-(trifluoromethyl)isoxazol-5(4H)-one CN(C1=CC=C(S1)\C=C/1\C(=NOC1=O)C(F)(F)F)C